5-benzylthio-3-chloro-8,9-dihydro-7H-cyclopenta[H]Isoquinoline-7-carboxylic acid methyl ester COC(=O)C1CCC=2C1=CC(=C1C=C(N=CC21)Cl)SCC2=CC=CC=C2